ONC(=O)C1=CC2=C(CN([C@@H](CO2)C2=CC(=CC=C2)C(F)(F)F)C(=O)C2(CCOCC2)C)C=C1 (R)-N-hydroxy-4-(4-methyltetrahydro-2H-pyran-4-carbonyl)-3-(3-(trifluoromethyl)phenyl)-2,3,4,5-tetrahydrobenzo[f][1,4]oxazepine-8-carboxamide